C(CCCCCCCC)C1=C(C=CC=C1)OC(NC1=CC=CC=C1)=S N-phenylthiocarbamic acid (nonylphenyl) ester